FC1=C(C(=CC=C1/C=C\1/CN[C@H](C1)C)O)N1CC(NS1(=O)=O)=O (S,E)-5-(2-fluoro-6-hydroxy-3-((5-methylpyrrolidin-3-ylidene)methyl)phenyl)-1,2,5-thiadiazolidin-3-one 1,1-dioxide